Methyl (2S)-2-[benzyl(methyl)amino]propanoate C(C1=CC=CC=C1)N([C@H](C(=O)OC)C)C